ClC=1C=NC2=CN=CC=C2C1 3-chloro-1,7-naphthyridine